2-(2-fluoro-4-(pyrrolidin-3-yl)phenyl)benzo[d]imidazo[2,1-b]thiazole FC1=C(C=CC(=C1)C1CNCC1)C=1N=C2SC3=C(N2C1)C=CC=C3